1,4-difluorophenylpiperazine FC1(CC=C(C=C1)F)N1CCNCC1